(S)-7-(4-(5-fluoro-2-(((R)-tetrahydrofuran-3-yl)methoxy)phenyl)piperidin-1-yl)-2-(1,3,4-oxadiazol-2-yl)-5-oxa-2-azaspiro[3.4]octane FC=1C=CC(=C(C1)C1CCN(CC1)[C@@H]1COC2(CN(C2)C=2OC=NN2)C1)OC[C@H]1COCC1